OC=1C=CC=C2C=CC(=NC12)C(N1CC2(C(N(C(C(C1)(C2O)C(=O)OC)C2=NC=CC=C2)CC2=CC=CC(=N2)C(=O)O)C2=NC=CC=C2)C(=O)OC)C2=NC1=C(C=CC=C1C=C2)O 6-((7-(bis(8-hydroxyquinoline-2-yl)methyl)-9-hydroxy-1,5-bis(methoxycarbonyl)-2,4-di(pyridine-2-yl)-3,7-diazabicyclo[3.3.1]nonane-3-yl)methyl)picolinic acid